4-Iodo-N-(6-methyl-2-(3,3,3-trifluoropropoxy)pyrimidin-4-yl)-2-(6-azaspiro[2.5]octan-6-yl)benzamide IC1=CC(=C(C(=O)NC2=NC(=NC(=C2)C)OCCC(F)(F)F)C=C1)N1CCC2(CC2)CC1